5-(4-(tetrahydrofuran-3-ylsulfonyl)phenyl)pyrazin-2-amine O1CC(CC1)S(=O)(=O)C1=CC=C(C=C1)C=1N=CC(=NC1)N